C(C=C)SC1=NC=CC(=C1C(F)(F)F)C (allylthio)-4-methyl-3-(trifluoromethyl)pyridine